N-(4-(4-(2-Cyano-3-(thiophen-2-yl)acrylamido)-1H-indol-1-yl)pyridin-2-yl)cyclopropancarboxamid C(#N)C(C(=O)NC1=C2C=CN(C2=CC=C1)C1=CC(=NC=C1)NC(=O)C1CC1)=CC=1SC=CC1